trimesic acid (4-methylcyclohexylamide) CC1CCC(CC1)NC(C1=CC(C(=O)O)=CC(C(=O)O)=C1)=O